4-(4-(1-isopropyl-4-(trifluoromethyl)-1H-imidazol-2-yl)benzyl)-2-(1-isopropyl-4-methyl-1H-pyrazol-5-yl)-6,7-dihydropyrazolo[1,5-a]pyrimidin-5(4H)-one C(C)(C)N1C(=NC(=C1)C(F)(F)F)C1=CC=C(CN2C=3N(CCC2=O)N=C(C3)C3=C(C=NN3C(C)C)C)C=C1